3-{3-[5-(trifluoromethyl)-1,2-oxazol-3-yl]prop-2-en-1-yl}azetidine-1-carboxylic acid tert-butyl ester C(C)(C)(C)OC(=O)N1CC(C1)CC=CC1=NOC(=C1)C(F)(F)F